cholestan-3β,4β,7,25-tetraol CC(C)(CCC[C@@H](C)[C@H]1CC[C@H]2[C@@H]3C(CC4[C@H]([C@H](CC[C@]4(C)[C@H]3CC[C@]12C)O)O)O)O